C1CCC2=CC(=CC=C12)C=C(C=CC=O)C 5-(2,3-dihydro-1H-inden-5-yl)-4-methylpenta-2,4-dienal